FC1=C(C(=C(C=C1\C=C\C=1N=NC=CC1)O)C(C)C)O (E)-4-fluoro-2-isopropyl-5-[2-(pyridazin-3-yl)vinyl]benzene-1,3-diol